5-ethyl-4-(trifluoromethyl)picolinic acid C(C)C=1C(=CC(=NC1)C(=O)O)C(F)(F)F